butyl-cyclopentadiene C(CCC)C1=CC=CC1